dicyclopentadiene diacrylate C(C=C)(=O)O.C(C=C)(=O)O.C1=CC=CC1.C1=CC=CC1